C(=O)[C@]1([C@@H](N2C(C[C@H]2S1(=O)=O)=O)C(=O)OC(C1=CC=CC=C1)C1=CC=CC=C1)C (2S,3R,5R)-benzhydryl 3-formyl-3-methyl-7-oxo-4-thia-1-azabicyclo[3.2.0]heptane-2-carboxylate 4,4-dioxide